(S)-6-((1-methylpiperidin-4-yl)oxy)-N-(tetrahydrofuran-3-yl)-1,2,3,4-tetrahydroisoquinolin-8-amine hydrochloride Cl.CN1CCC(CC1)OC=1C=C2CCNCC2=C(C1)N[C@@H]1COCC1